C(C)C1=C(C=C(C(=C1)O)F)C1=CC=C2C(=NNC2=C1)C1=NC2=C(N1)CN(C2)C(=O)C2=NC=C(N=C2)N2CCN(CC2)C (2-(6-(2-ethyl-5-fluoro-4-hydroxyphenyl)-1H-indazol-3-yl)pyrrolo[3,4-d]imidazole-5(1H,4H,6H)-yl)(5-(4-methylpiperazin-1-yl)pyrazin-2-yl)methanone